3-(2-(5-fluoro-6-((hydroxyimino)methyl)pyridin-2-yl)ethyl)pyridin-1-ium chloride [Cl-].FC=1C=CC(=NC1C=NO)CCC=1C=[NH+]C=CC1